C1=C(C=CC=2C3=CC=CC=C3CC12)N=C=O Fluoren-2-ylisocyanat